[3-(dimethylamino)propyl]docosanamide lactate C(C(O)C)(=O)O.CN(CCCC(C(=O)N)CCCCCCCCCCCCCCCCCCCC)C